C(CC)[Ti+3].C(CCCCCCCCCCCCCCC(C)C)(=O)[O-].C(CCCCCCCCCCCCCCC(C)C)(=O)[O-].C(CCCCCCCCCCCCCCC(C)C)(=O)[O-] tri-iso-stearic acid propyl-titanium salt